2-hexyldecyl 3-{6-[(2-butyloctyl)oxy]-N-[3-(dimethylamino)propyl]-6-oxohexanamido}dodecanoate C(CCC)C(COC(CCCCC(=O)N(CCCN(C)C)C(CC(=O)OCC(CCCCCCCC)CCCCCC)CCCCCCCCC)=O)CCCCCC